C1(=C(C=CC=C1)[C@@H](C)O)C (R)-1-(o-tolyl)ethan-1-ol